C[SiH]([Si]([Si](OCC)(C)C)(C)C)C hexamethyl-ethoxytrisilane